N-(3-chloro-4-(trifluoromethoxy)benzyl)-4-(2-((6-(isoxazol-4-yl)-1H-indazol-4-yl)oxy)ethoxy)butan-1-amine ClC=1C=C(CNCCCCOCCOC2=C3C=NNC3=CC(=C2)C=2C=NOC2)C=CC1OC(F)(F)F